5-(2-(methylsulfonyl)-2-azaspiro[3.3]heptan-6-yl)-5H-imidazo[5,1-a]isoindole CS(=O)(=O)N1CC2(C1)CC(C2)C2N1C(C3=CC=CC=C23)=CN=C1